(3R)-3-amino-8-bromo-7-(5-tert-butyl-1,3,4-oxadiazol-2-yl)-5-[(4-chlorophenyl)methyl]-1,1-dioxo-2,3-dihydro-1λ6,5-benzothiazepin-4-one N[C@H]1CS(C2=C(N(C1=O)CC1=CC=C(C=C1)Cl)C=C(C(=C2)Br)C=2OC(=NN2)C(C)(C)C)(=O)=O